2,6-dimethyl-4-octanol CC(C)CC(CC(CC)C)O